C(#N)CC1N(CCN(C1)C1=NC(=NC=2CC(CCC12)C1=CC=CC2=CC=CC=C12)S(=O)(=O)C)C(=O)OC(C)(C)C tert-Butyl 2-(cyanomethyl)-4-[2-methylsulfonyl-7-(1-naphthyl)-5,6,7,8-tetrahydroquinazolin-4-yl]piperazine-1-carboxylate